FC1=CC(=CC=2N(C(=NC21)C2=CC=C(C=C2)S(=O)(=O)C)C)C2CCN(CC2)C2CC1CCC(C2)N1CCOC 4-fluoro-6-(1-(8-(2-methoxyethyl)-8-azabicyclo[3.2.1]oct-3-yl)piperidin-4-yl)-1-methyl-2-(4-(methylsulfonyl)phenyl)-1H-benzo[d]imidazole